C(O)(O)=O.C(C)(C)(C)OC=1C(C(=O)O)=CC=CC1.C(C)(C)(C)OC=1C(C(=O)O)=CC=CC1 di(tert-butyl salicylate) carbonate